C(C)OC=1C=C(CCN)C=C(C1OC)SC 3-ethoxy-4-methoxy-5-methylthiophenethylamine